purin-2-one N=1C(N=C2N=CN=C2C1)=O